(4R)-N-[(3S,4R)-6-chloro-3-hydroxy-chroman-4-yl]-4-(2-imino-4,4-dimethyl-6-oxo-hexahydropyrimidin-1-yl)chromane-6-carboxamide ClC=1C=C2[C@H]([C@@H](COC2=CC1)O)NC(=O)C=1C=C2[C@@H](CCOC2=CC1)N1C(NC(CC1=O)(C)C)=N